2-[(2-chloro-4-ethoxyphenyl)-methylamino]-5-propyl-4H-[1,2,4]triazolo[1,5-a]pyrimidin-7-one ClC1=C(C=CC(=C1)OCC)N(C1=NN2C(NC(=CC2=O)CCC)=N1)C